2-Chloro-9-(4-(1-methyl-4-(trifluoromethyl)-1H-imidazol-2-yl)benzyl)-6,7,8,9-tetrahydroPyrimido[5,4-b][1,4]oxazepine titanium helium [He].[Ti].ClC=1N=CC=2OCCCN(C2N1)CC1=CC=C(C=C1)C=1N(C=C(N1)C(F)(F)F)C